6-(tert-butyl)-2-oxo-10-(piperidin-4-yloxy)-6,7-dihydro-2H-pyrido[2',1':3,4]pyrazino[1,2-b]indazole-3-carboxylic acid C(C)(C)(C)C1N2C(C=3N(N=C4C(=CC=CC34)OC3CCNCC3)C1)=CC(C(=C2)C(=O)O)=O